3-aminopropyltriethylsilaneOxysilane NCCC[SiH2]O[Si](CC)(CC)CC